tert-butyl (4S)-4-[3-[[6-[(6-tert-butyl-2-chloro-pyridine-3-carbonyl)sulfamoyl]-2-pyridyl]amino]propyl]-2,2-dimethyl-pyrrolidine-1-carboxylate C(C)(C)(C)C1=CC=C(C(=N1)Cl)C(=O)NS(=O)(=O)C1=CC=CC(=N1)NCCC[C@H]1CC(N(C1)C(=O)OC(C)(C)C)(C)C